5-([2,3'-Bipyridin]-4-yl)-N-((1R,2R)-2-acrylamidocyclopentyl)-4-oxo-4,5-dihydro-3H-1-thia-3,5,8-triazaacenaphthylene-2-carboxamide N1=C(C=C(C=C1)N1C(NC2=C(SC=3N=CC=C1C32)C(=O)N[C@H]3[C@@H](CCC3)NC(C=C)=O)=O)C=3C=NC=CC3